4-(2,6-bis(bis(2-methoxyethyl)amino)-8-(3-hydroxy-3-(trifluoromethyl)azetidin-1-yl)pyrimido[5,4-d]pyrimidin-4-yl)thiomorpholine 1,1-dioxide COCCN(C=1N=C(C2=C(N1)C(=NC(=N2)N(CCOC)CCOC)N2CC(C2)(C(F)(F)F)O)N2CCS(CC2)(=O)=O)CCOC